O=C(CCOCCN1C(CCC2=C1C=NNC2=O)=O)N2CCN(CC2)C2=NC=C(C=C2)C(F)(F)F 1-(2-(3-oxo-3-(4-(5-(trifluoromethyl)pyridin-2-yl)piperazin-1-yl)propoxy)ethyl)-4,6-dihydropyrido[2,3-d]pyridazine-2,5(1H,3H)-dione